FC1=NN=C2N1C1=CC(=CC=C1C(=N2)N2CCCC1=CC=C(C=C21)F)N Fluoro-5-(7-fluoro-3,4-dihydroquinolin-1(2H)-yl)-[1,2,4]triazolo[4,3-a]quinazolin-8-amine